C(CC)P([O-])=O.[Al+3].C(CC)P([O-])=O.C(CC)P([O-])=O aluminum propylphosphinate